1-((benzyloxy)carbonyl)azetidine-3-carboxylic acid C(C1=CC=CC=C1)OC(=O)N1CC(C1)C(=O)O